OC=1C=C(C=CC1)NC(=O)C1=NN2C(N=C(C=C2C=2C=NNC2)N2CC3=CC=CC=C3C2)=C1C1CCOCC1 N-(3-hydroxyphenyl)-5-(isoindolin-2-yl)-7-(1H-pyrazol-4-yl)-3-(tetrahydro-2H-pyran-4-yl)pyrazolo[1,5-a]pyrimidine-2-carboxamide